methyl 2-bromopyrimidine-4-carboxylate BrC1=NC=CC(=N1)C(=O)OC